CN1N=CC(=C1)C=1C=C2C(=NC1)N(C=N2)CC2=CC1=C(OC(CO1)CN)C=C2 (6-((6-(1-methyl-1H-pyrazol-4-yl)-3H-imidazo[4,5-b]pyridin-3-yl)methyl)-2,3-dihydrobenzo[b][1,4]dioxin-2-yl)methylamine